tert-butyl (R)-4-(4-(6-(1-acetylpiperidin-3-yl)-2-(dimethylcarbamoyl)-7-fluoro-1H-indol-4-yl)-3-methoxyphenyl)piperazine-1-carboxylate C(C)(=O)N1C[C@H](CCC1)C1=CC(=C2C=C(NC2=C1F)C(N(C)C)=O)C1=C(C=C(C=C1)N1CCN(CC1)C(=O)OC(C)(C)C)OC